N-(2-ethylaminoethyl)-3-aminopropyl-triethoxysilane tert-butyl-(S)-(1-((3-((3-carbamoyl-5-ethyl-6-methylpyrazin-2-yl)amino)phenethyl)amino)-1-oxopropan-2-yl)(methyl)carbamate C(C)(C)(C)OC(N(C)[C@H](C(=O)NCCC1=CC(=CC=C1)NC1=NC(=C(N=C1C(N)=O)CC)C)C)=O.C(C)NCCNCCC[Si](OCC)(OCC)OCC